C(#C)C1=C(C=C(CNC(OC(C)(C)C)=O)C=C1)F Tert-butyl 4-ethynyl-3-fluorobenzylcarbamate